C(CCCCCCC)OC(CCC(=O)OCCC(CCOC(CCC(OCCCCCCCC)OCCCCCCCC)=O)OC(=O)OCCCN(C)CC)OCCCCCCCC.OC1=C(C=CC(=C1)O)C=1N=C(SC1)NC(C(C)C)=O N-(4-(2,4-dihydroxyphenyl)thiazol-2-yl)isobutyramide 3-(((3-(ethyl(methyl)amino)propoxy)carbonyl)oxy)pentane-1,5-diyl bis(4,4-bis(octyloxy)butanoate)